FC=1C(=C(C[C@H]2N(CCCCC2)C2=NC(=CC(N2)=O)N2CCOCC2)C=CC1)OC (S)-2-(2-(3-fluoro-2-methoxybenzyl)azepan-1-yl)-6-morpholinopyrimidin-4(3H)-one